5-(difluoromethoxy)-7-methyl-1-tosyl-1H-indole-4-carbaldehyde FC(OC1=C(C=2C=CN(C2C(=C1)C)S(=O)(=O)C1=CC=C(C)C=C1)C=O)F